ClC=1C=C(C=NC1C1=NC=CC=N1)NC(=O)[C@@H]1C[C@@](C2=C1C=NC=1N2N=C(C1)F)(C)C=1C=NN(C1)C(F)F (6R,8S)-N-(5-chloro-6-(pyrimidin-2-yl)pyridin-3-yl)-8-(1-(difluoromethyl)-1H-pyrazol-4-yl)-2-fluoro-8-methyl-7,8-dihydro-6H-cyclopenta[e]pyrazolo[1,5-a]pyrimidine-6-carboxamide